1-butyl vinyl ether C(=C)OCCCC